C1=CC=C(C=C1)CC(C(=O)NC(CC2=CC=CC=C2)C(=O)O)N Di-L-phenylalanine